C(C)(C)(C)OC(=O)N1CCC(CC1)C1=NNC(N1)OS(=O)(=O)O 4-(5-sulfoxy-4,5-dihydro-1H-1,2,4-triazol-3-yl)piperidine-1-carboxylic acid tert-butyl ester